C(C)(C)C(=CC1=CC=CC=C1)C(C)(C)C isopropyl-t-butyl-styrene